di(p-tolyl)phosphine oxide C1(=CC=C(C=C1)P(C1=CC=C(C=C1)C)=O)C